4-(4-chlorobenzyl)-7-oxo-2-(tetrahydro-2H-pyran-4-yl)-4,7-dihydropyrazolo[1,5-a]pyrimidine-6-carboxylic acid ethyl ester C(C)OC(=O)C1=CN(C=2N(C1=O)N=C(C2)C2CCOCC2)CC2=CC=C(C=C2)Cl